C(C)(C)(C)OC(NC=1C=NC=CC1)=O pyridin-3-yl-carbamic acid tert-butyl ester